FC=1C=CC2=C(CCCO2)C1 6-fluoro-3,4-dihydro-2H-1-benzopyran